C1(=CC=CC=C1)C1=NC(=NC(=N1)C1=CC=CC=C1)N1C2=CC=CC=C2C2=CC=C3C(=C12)N(C=1C=CC=CC13)C1=CC=CC=C1 11-(4,6-diphenyl-1,3,5-triazin-2-yl)-12-phenyl-11H,12H-indolo[2,3-a]carbazole